C1(CCCCC1)OC=1C(=C(C(=CC1)\C=C(\C1=NC(=CN=C1)C1=CN=NC=C1)/F)N1CC2(CCC1)CCN(CC2)C(=O)OC(C)(C)C)C(F)(F)F tert-butyl (Z)-2-(3-(cyclohexyloxy)-6-(2-fluoro-2-(6-(pyridazin-4-yl)pyrazin-2-yl)vinyl)-2-(trifluoromethyl)phenyl)-2,9-diazaspiro[5.5]undecane-9-carboxylate